(1aR,5aR)-2-(4-Iodo-pyridin-2-yl)-1a,2,5,5a-tetrahydro-1H-2,3-diaza-cyclopropa[a]pentalene-4-carboxylic acid (2-hydroxy-1-hydroxymethyl-1-methyl-ethyl)-amide OCC(C)(CO)NC(=O)C=1C=2C[C@@H]3[C@H](C2N(N1)C1=NC=CC(=C1)I)C3